chloro-1'-[4-(3-chloropyridin-2-yl)piperazin-1-yl]-4'H,6'H-spiro[1,3-dioxolan-2,5'-[1,2,4]triazolo[4,3-a][1]benzazepine] ClC1C=2N(C3=C(CC14OCCO4)C=CC=C3)C(=NN2)N2CCN(CC2)C2=NC=CC=C2Cl